NC1=C2N=CN(C2=NC(=N1)F)[C@H]1C[C@@H]([C@@](O1)(C#C)CO[P@](=O)(OC1=CC=CC=C1)N[C@@H](CC1=CC=CC=C1)C(=O)OC(C)C)OC(=O)OCCCCCCCCC Isopropyl ((S)-(((2R,3S,5R)-5-(6-amino-2-fluoro-9H-purin-9-yl)-2-ethynyl-3-(((nonyloxy)carbonyl)oxy)tetrahydrofuran-2-yl)methoxy)(phenoxy)phosphoryl)-L-phenylalaninate